1-(8-fluoroquinazolin-4-yl)cyclopropane-1-carboxylic acid FC=1C=CC=C2C(=NC=NC12)C1(CC1)C(=O)O